P(=O)(OC1=CC(=CC=C1)Cl)(Cl)Cl m-chlorophenyl dichlorophosphate